C(C1=CC=CC=C1)C1(C(C(=CC(=C1)F)NC1=CC=C(C=C1)F)Br)N 1-benzyl-2-bromo-5-fluoro-N3-(4-fluorophenyl)benzene-1,3-diamine